8'-Chloro-1'-(1'H,3H-spiro[2-benzofuran-1,4'-piperidin]-1'-yl)-4'H,6'H-spiro[1,3-dioxolan-2,5'-[1,2,4]triazolo[4,3-a][1]benzazepin] ClC=1C=CC2=C(CC3(CC=4N2C(=NN4)N4CCC2(CC4)OCC4=C2C=CC=C4)OCCO3)C1